BrCC1=CC=C2C(=CC=NC2=C1)Cl 7-(bromomethyl)-4-chloroquinoline